methyl 1,3-benzothiazole-6-carboxylate S1C=NC2=C1C=C(C=C2)C(=O)OC